4-[4-(2-oxiranylmethoxy)phenoxy]-phthalonitrile O1C(C1)COC1=CC=C(OC=2C=C(C(C#N)=CC2)C#N)C=C1